2,3-dihydroxy-6-isopropyl-10-oxo-5,10-dihydro-6H-pyrido[1,2-h][1,7]naphthyridine-9-carboxylic acid OC1=NC=2C=3N(C(CC2C=C1O)C(C)C)C=C(C(C3)=O)C(=O)O